CN1N=C(C(=C1)C1=NN=C(O1)[C@@]1(C(NCC1)=O)C=C)NC1=CC=C(C=C1)C(F)(F)F (S)-3-(5-(1-methyl-3-((4-(trifluoromethyl)phenyl)amino)-1H-pyrazol-4-yl)-1,3,4-oxadiazol-2-yl)-3-vinylpyrrolidin-2-one